2-((6-(4-phenylbutoxy)hexyl)amino)-1-ethanol C1(=CC=CC=C1)CCCCOCCCCCCNCCO